(S)-1-(3-Bromo-1-methyl-1H-pyrazol-5-yl)ethanol BrC1=NN(C(=C1)[C@H](C)O)C